methyl (Z)-2-[5-(4-cyclohexylthiazol-2-yl)-2-methyl-phenoxy]-3-methoxy-prop-2-enoate C1(CCCCC1)C=1N=C(SC1)C=1C=CC(=C(O\C(\C(=O)OC)=C/OC)C1)C